C(C)(C)(C)OC(=O)N1CCC2(CC(C2)C#N)CC1 2-cyano-7-azaspiro[3.5]nonane-7-carboxylic acid tert-butyl ester